(S)-(4-((1-(3-methoxyphenyl)hex-2-yl)carbamoyl)phenyl)carbamic acid pentyl ester C(CCCC)OC(NC1=CC=C(C=C1)C(N[C@H](CC1=CC(=CC=C1)OC)CCCC)=O)=O